(3-chloro-5-(trifluoromethyl)pyridin-2-yl)methanamine ClC=1C(=NC=C(C1)C(F)(F)F)CN